3-(3-Methyl-5-{4-[(3S)-3-{[methyl(piperidin-4-yl)amino]methyl}pyrrolidin-1-yl]phenyl}-2-oxo-1,3-benzodiazol-1-yl)piperidine-2,6-dione trifluoroacetate FC(C(=O)O)(F)F.CN1C(N(C2=C1C=C(C=C2)C2=CC=C(C=C2)N2C[C@@H](CC2)CN(C2CCNCC2)C)C2C(NC(CC2)=O)=O)=O